[Cl-].CC1=C(C(=CC=C1)C)N1C(N(C=C1)C1=C(C=CC=C1C)C)I 1,3-bis(2,6-dimethylphenyl)-2-iodoimidazole chloride